2-(diethoxyphosphoryl)-3-(3-(octyl-d17)-1,2,4-Oxadiazol-5-yl)propionic acid tert-butyl ester C(C)(C)(C)OC(C(CC1=NC(=NO1)C(C(C(C(C(C(C(C([2H])([2H])[2H])([2H])[2H])([2H])[2H])([2H])[2H])([2H])[2H])([2H])[2H])([2H])[2H])([2H])[2H])P(=O)(OCC)OCC)=O